4-[4-(4-methoxyphenyl)piperidin-1-yl]-1-methyl-2-oxo-1,2-dihydroquinoline-3,7-dinitrile COC1=CC=C(C=C1)C1CCN(CC1)C1=C(C(N(C2=CC(=CC=C12)C#N)C)=O)C#N